COC=1C=C(C=CC1C)NC(=O)C1CC2C(C2C1)C(=O)O 3-(3-Methoxy-4-methylphenylcarbamoyl)bicyclo[3.1.0]hexane-6-carboxylic acid